CC1(C(C1)CO)C1=CC=2C(CCC(C2C=C1)(C)C)(C)C (2-methyl-2-(5,5,8,8-tetramethyl-5,6,7,8-tetrahydronaphthalen-2-yl)cyclopropyl)methanol